2-(dimethylamino)-1-(4-(2-(4-isopropyl-5-(8-methoxy-[1,2,4]triazolo[1,5-a]pyridin-6-yl)-1H-pyrazol-3-yl)thiazol-5-yl)piperazin-1-yl)ethan-1-one CN(CC(=O)N1CCN(CC1)C1=CN=C(S1)C1=NNC(=C1C(C)C)C=1C=C(C=2N(C1)N=CN2)OC)C